NC1=CC(=C(C(=O)N[C@H]2[C@H](CN(CC2)CCCCCC(=O)NCCCCCCCC(=O)N(CCCN(C)C)CCS(=O)(=O)O)OC)C=C1Cl)OC 2-(8-(6-((3s,4r)-4-(4-amino-5-chloro-2-methoxybenzamido)-3-methoxypiperidin-1-yl)hexanamido)-N-(3-(dimethylamino)propyl)octanamido)ethane-1-sulfonic acid